rac-(4ar,8ar)-octahydro-1,7-naphthyridine-1(2H)-carboxylic acid tert-butyl ester C(C)(C)(C)OC(=O)N1CCC[C@@H]2CCNC[C@H]12 |r|